(2-amino-1-(methylsulfonyl)ethyl)azetidine-1-carboxylic acid benzyl ester C(C1=CC=CC=C1)OC(=O)N1C(CC1)C(CN)S(=O)(=O)C